N1C=CC2=CC=C(C=C12)CO[C@@H]1C[C@H](NC1)C(N(C)C)=S (2S,4R)-4-[(1H-indol-6-yl)methoxy]-N,N-dimethylpyrrolidine-2-carbothioamide